FC=1C(=C(CO)C(=C(C1)F)C)C 3,5-difluoro-2,6-dimethylbenzyl alcohol